5-carbamoyl-4-methoxyindole C(N)(=O)C=1C(=C2C=CNC2=CC1)OC